FC1=C(C=CC(=C1C1=CC=C2C(=NNC2=C1F)C=1NC=CN1)F)NS(=O)(=O)C=1C(=NN(C1)C)C N-(2,4-difluoro-3-(7-fluoro-3-(1H-imidazol-2-yl)-1H-indazol-6-yl)phenyl)-1,3-dimethyl-1H-pyrazole-4-sulfonamide